BrC1=C(C=CC=C1)S(=O)(=O)NC1=NOC(=C1C)C 2-bromo-N-(4,5-dimethylisoxazol-3-yl)benzenesulfonamide